ClC=1C=NC(=NC1)OC1=C(C=CC=C1)C1=CC(=CC=C1)C(F)(F)F 5-chloro-2-[[3'-(trifluoromethyl)[1,1'-biphenyl]-2-yl]oxy]-pyrimidine